1-(3-(5-(2-fluoro-6-methoxyphenyl)-3-((pyridin-3-ylmethyl)amino)-2H-indazol-2-yl)piperidin-1-yl)prop-2-en-1-one FC1=C(C(=CC=C1)OC)C1=CC2=C(N(N=C2C=C1)C1CN(CCC1)C(C=C)=O)NCC=1C=NC=CC1